(4r,5r)-2-(8-bromoimidazo[1,2-a]pyridin-2-yl)-4,5-diphenyl-4,5-dihydro-oxazole BrC=1C=2N(C=CC1)C=C(N2)C=2O[C@@H]([C@H](N2)C2=CC=CC=C2)C2=CC=CC=C2